trans-2-((4-(4-(4-Chlorophenyl)-5-(difluoromethyl)-4H-1,2,4-triazol-3-yl)cyclohexyl)oxy)pyridine ClC1=CC=C(C=C1)N1C(=NN=C1C(F)F)[C@@H]1CC[C@H](CC1)OC1=NC=CC=C1